3-(4-amino-7H-pyrrolo[2,3-d]pyrimidin-7-yl)-1-methylcyclopentane-1,2-diol NC=1C2=C(N=CN1)N(C=C2)C2C(C(CC2)(O)C)O